3-(4-(4-((5-(8-(7-Acetyl-3-(tetrahydro-2H-pyran-4-yl)-5,6,7,8-tetrahydroimidazo[1,5-a]pyrazin-1-yl)isoquinolin-3-yl)pyridin-2-yl)oxy)butoxy)-1-oxoisoindolin-2-yl)piperidine-2,6-dione C(C)(=O)N1CC=2N(CC1)C(=NC2C=2C=CC=C1C=C(N=CC21)C=2C=CC(=NC2)OCCCCOC2=C1CN(C(C1=CC=C2)=O)C2C(NC(CC2)=O)=O)C2CCOCC2